C(C)(C)[O-].C(C)(C)[O-].C(C)(C)[O-].C(C)(C)[O-].[Ti+4] titanium(IV) tetraisopropanolate